5-((4aS,7aR)-4-((7-ethyl-6-oxo-5,6-dihydro-1,5-naphthyridin-3-yl)methyl)octahydro-1H-cyclopenta[b]pyrazin-1-yl)-N-methyl-pyridine-2-carboxamide C(C)C=1C(NC=2C=C(C=NC2C1)CN1[C@@H]2[C@H](N(CC1)C=1C=CC(=NC1)C(=O)NC)CCC2)=O